N-(5-(4-(4-propenoylpiperazin-1-yl)quinazolin-6-yl)-2-chloropyridin-3-yl)-2,4-difluorobenzenesulfonamide C(C=C)(=O)N1CCN(CC1)C1=NC=NC2=CC=C(C=C12)C=1C=C(C(=NC1)Cl)NS(=O)(=O)C1=C(C=C(C=C1)F)F